C(=O)O.FC1=C(C(=CC2=CN(N=C12)C)NC(=O)N1CCC=2C1=NC=CC2N2CCNCC2)C N-(7-fluoro-2,6-dimethyl-2H-indazol-5-yl)-4-(piperazin-1-yl)-2,3-dihydro-1H-pyrrolo[2,3-b]pyridine-1-carboxamide formate